2,6-bis[(2,4-dimethyl-6-hydroxyphenyl)methyl]-4-methylphenol CC1=C(C(=CC(=C1)C)O)CC1=C(C(=CC(=C1)C)CC1=C(C=C(C=C1O)C)C)O